C(CCCCCCC)N(CCNCCN)CCCCCCCC N,N-dioctyl-diethylenetriamine